[Ag].[Sn].[Ca].[Pb] lead-calcium-tin-silver